(Z)-1-(((1r,4r)-4-aminocyclohexyl)methyl)-3-((3,5-dimethyl-1H-pyrrol-2-yl)methylene)-6-(1H-imidazol-2-yl)indol-2-one hydrochloride Cl.NC1CCC(CC1)CN1C(\C(\C2=CC=C(C=C12)C=1NC=CN1)=C/C=1NC(=CC1C)C)=O